(9Z,12Z)-octadeca-9,12-dien-1-yl 3-((4-((2-(bis(2-hydroxyethyl)amino)ethyl)amino)-3-(2-hexyldecanamido)-4-oxobutyl)thio)propanoate OCCN(CCNC(C(CCSCCC(=O)OCCCCCCCC\C=C/C\C=C/CCCCC)NC(C(CCCCCCCC)CCCCCC)=O)=O)CCO